ClC=1C(=NC2=CC(=C(N=C2C1NC(C)C1=NC=CC=C1F)C=1C=NC(=CC1)P(=O)(C)C)F)C 3-chloro-6-[6-(dimethylphosphoryl)pyridin-3-yl]-7-fluoro-N-[1-(3-fluoropyridin-2-yl)ethyl]-2-methyl-1,5-naphthyridin-4-amine